C1(=CC=CC=C1)NC1=NC2=C(N1)C=C(C=C2)C#N 2-Phenylamino-6-cyano-1H-benzimidazole